CC1(C[C@H]2C(O1)=C1C([C@H](C([C@H]1CC2)(C)C)C)(C)C)C (3aS,5aR,7S)-2,2,6,6,7,8,8-heptamethyl-3,3a,4,5,5a,6,7,8-octahydro-2H-indeno[4,5-b]furan